C(C1=CC=CC=C1)OC(N([C@@H](C)C=C)C[C@H]([C@H](\C=C\[Si](C)(C)C(C)(C)C)C)NC(=O)OCC1=CC=CC=C1)=O ((2S,3S,e)-2-(((benzyloxy)carbonyl)amino)-5-(tert-butyldimethylsilyl)-3-methylpent-4-en-1-yl)((S)-but-3-en-2-yl)carbamic acid benzyl ester